C1(=CC=C(C=C1)NC1=CC=C(C=C1)C1=CC=CC2=C1OC1=C2C=CC=C1)C1=CC=CC=C1 biphenyl-4-yl-(4-dibenzofuran-4-ylphenyl)amine